FC(C[N+](C)(CCOC(C(=C)C)=O)[O-])(F)F 2,2,2-trifluoro-N-(2-(methacryloyloxy)ethyl)-N-methylethan-1-amine oxide